((3S,4S)-1-ethyl-3,4-dimethylpiperidin-3-yl)methanol C(C)N1C[C@@]([C@H](CC1)C)(C)CO